3-(3-(2,2-dimethoxyethyl)ureido)-2-(4-fluoro-3,5-dimethylphenyl)-2,4,6,7-tetrahydro-5H-pyrazolo[4,3-c]pyridine-5-carboxylic acid tert-butyl ester C(C)(C)(C)OC(=O)N1CC=2C(CC1)=NN(C2NC(=O)NCC(OC)OC)C2=CC(=C(C(=C2)C)F)C